3,3'-Dimethyldiphenylmethane CC1=CC(=CC=C1)CC2=CC=CC(=C2)C